3,7-di-methyl-2-methylene-6-octenal CC(C(C=O)=C)CCC=C(C)C